S1C=NC(=C1)C=1N=C(C2=C(N1)CCC2)N2CCCCCC2 1-[2-(1,3-thiazol-4-yl)-5H,6H,7H-cyclopenta[d]pyrimidin-4-yl]azepane